N[C@@H](CC(=O)N[C@@H](CC(C)C)C(=O)O)C(=O)O L-β-aspartyl-L-leucine